CN1CCC2=CC(=C(C=C2[C@@H]1CC3=CC(=C(C=C3)OC)OC)O)OC The molecule is a benzylisoquinoline alkaloid that is 1,2,3,4-tetrahydroisoquinolin-7-ol which is substituted by 3,4-dimethoxybenzyl, methyl, and methoxy groups at positions 1, 2, and 6, respectively (the 1S enantiomer). It is a benzyltetrahydroisoquinoline, a member of phenols, a tertiary amino compound, an aromatic ether and a benzylisoquinoline alkaloid. It is a conjugate base of a (S)-codamine(1+).